ClC1=NC=CC(=N1)C1=CN=C2N1C=C(C(=C2)OC)C(C(F)(F)F)(C)O 2-[3-(2-chloropyrimidin-4-yl)-7-methoxy-imidazo[1,2-a]pyridin-6-yl]-1,1,1-trifluoro-propan-2-ol